(2S)-N-[(1S)-1-(5-benzyl-1H-imidazol-2-yl)ethyl]-2-[(2-cyclopropylacetyl)amino]-4-oxo-4-[(2S)-2-phenylpyrrolidin-1-yl]butanamide C(C1=CC=CC=C1)C1=CN=C(N1)[C@H](C)NC([C@H](CC(N1[C@@H](CCC1)C1=CC=CC=C1)=O)NC(CC1CC1)=O)=O